C12COCC(CN(C1)C=1N(C(C3=C(N1)NC=C3C3=C(C1=CN(N=C1C=C3)C)Cl)=O)C)N2 2-(3-Oxa-7,9-diazabicyclo[3.3.1]nonan-7-yl)-5-(4-chloro-2-methyl-2H-indazol-5-yl)-3-methyl-3,7-dihydro-4H-pyrrolo[2,3-d]pyrimidin-4-one